C(C)(C)(C)OC(=O)N1CCC(CC1)C=1C=C2C(=CN1)NC=C2C(=C)C 4-(3-(prop-1-en-2-yl)-1H-pyrrolo[2,3-c]pyridin-5-yl)piperidine-1-carboxylic acid tert-butyl ester